(trifluoromethyl(sulfonyl)oxy)-6,7-dihydro-2H-pyrido[2,1-a]isoquinoline-3-carboxylate FC(S(=O)(=O)OC=1CC(=CN2C1C1=CC=CC=C1CC2)C(=O)[O-])(F)F